4-chloro-6-[1-(6-ethyl-5-fluoro-pyrimidine-4-yl)-ethyl]-5-fluoro-pyrimidine ClC1=NC=NC(=C1F)C(C)C1=NC=NC(=C1F)CC